(S)-2-(4-(6-((4-((1,2-dimethyl-1H-imidazol-5-yl)ethynyl)-2-fluorobenzyl)oxy)pyridin-2-yl)-2,5-difluorobenzyl)-1-(oxetan-2-ylmethyl)-1H-benzo[d]imidazole-6-carboxylic acid CN1C(=NC=C1C#CC1=CC(=C(COC2=CC=CC(=N2)C2=CC(=C(CC3=NC4=C(N3C[C@H]3OCC3)C=C(C=C4)C(=O)O)C=C2F)F)C=C1)F)C